4-phenyl-coumarin C1(=CC=CC=C1)C1=CC(OC2=CC=CC=C12)=O